(1R,3S)-4'-Chloro-5'-(5-cyano-1H-indol-3-yl)-3-methyl-1',2'-dihydrospiro[cyclopentane-1,3'-pyrrolo[2,3-b]pyridine]-3-carbonitrile ClC1=C2C(=NC=C1C1=CNC3=CC=C(C=C13)C#N)NC[C@]21C[C@](CC1)(C#N)C